N,N'-Di-t-Butoxycarbonyl-N'-(1-naphthalenesulfonyloxy)guanidine C(C)(C)(C)OC(=O)NC(=N)N(OS(=O)(=O)C1=CC=CC2=CC=CC=C12)C(=O)OC(C)(C)C